C(C)(C)(C)[Sn](N(CC)CC)(N(CC)CC)N(CC)CC t-butyltris(diethylamino)tin